C(C)[C@@H]1N(C[C@H](N(C1)C(C)C1=C(C=C(C=C1)F)C(F)(F)F)CC)C=1C=2C(N(C(C1)=O)C([2H])([2H])[2H])=CN(N2)CC#N 2-(7-((2S,5R)-2,5-diethyl-4-(1-(4-fluoro-2-(trifluoromethyl)phenyl)ethyl)piperazin-1-yl)-4-(methyl-d3)-5-oxo-4,5-dihydro-2H-pyrazolo[4,3-b]pyridin-2-yl)acetonitrile